NC1=NC=CC(=C1)N1CC(N(C=2C=NC(=NC12)C1=NC(=CC=C1)C)C)=O 8-(2-Aminopyridin-4-yl)-5-methyl-2-(6-methylpyridin-2-yl)-7,8-dihydropteridin-6(5H)-one